5-(n-pentyloxycarbonylnaphthyl)-7-oxo-bicyclo[2.2.1]Hept-2-ene C(CCCC)OC(=O)C1=C(C2=CC=CC=C2C=C1)C1C2C=CC(C1)C2=O